NC=1C=C(C=C(C1)C(F)(F)F)[C@@H](C)NC=1C2=C(N=C(N1)Cl)C(N(C(=C2)N2CCN(CC2)CC)C)=O (R)-4-((1-(3-amino-5-(trifluoromethyl)phenyl)ethyl)amino)-2-chloro-6-(4-ethylpiperazin-1-yl)-7-methylpyrido[3,4-d]pyrimidin-8(7H)-one